(R)-N-(2-chloro-3-(3'-chloro-6-methoxy-5-((((5-oxopyrrolidin-2-yl)methyl)amino)methyl)-[2,4'-bipyridin]-2'-yl)phenyl)-5-(((2-methoxyethyl)amino)methyl)picolinamide ClC1=C(C=CC=C1C1=NC=CC(=C1Cl)C1=NC(=C(C=C1)CNC[C@@H]1NC(CC1)=O)OC)NC(C1=NC=C(C=C1)CNCCOC)=O